CC1=C(N(OC1)C)C trimethyl-3-oxazolidine